((5-(3,3-dimethyl-2-oxoindolin-1-yl)pyridin-3-yl)methyl)phthalazin-1(2H)-one CC1(C(N(C2=CC=CC=C12)C=1C=C(C=NC1)CN1C(C2=CC=CC=C2C=N1)=O)=O)C